acetyl-2,5-dimethylfuran C(C)(=O)C1=C(OC(=C1)C)C